tert-butyl 4-((4-(tert-butoxycarbonyl)-6-(methylcarbamoyl) pyridin-2-yl) methyl)-2-methyl-1H-benzo[d]imidazole-1-carboxylate C(C)(C)(C)OC(=O)C1=CC(=NC(=C1)C(NC)=O)CC1=CC=CC=2N(C(=NC21)C)C(=O)OC(C)(C)C